(S)-3-(4-fluoro-2',4',5,6'-tetramethyl-[1,1'-biphenyl]-3-yl)-((S)-3-cyclopropyl-2-(3-(2-(3-fluoroazetidin-1-yl)ethyl)-4-methyl-6-oxopyridazin-1(6H)-yl)propionamide) ethyl-propionate C(C)OC(CC)=O.FC1=C(C=C(C=C1C)C1=C(C=C(C=C1C)C)C)[C@@H]([C@@H](C(=O)N)N1N=C(C(=CC1=O)C)CCN1CC(C1)F)C1CC1